(E)-4-(phenyldiazenyl)phenyl tridecanoate C(CCCCCCCCCCCC)(=O)OC1=CC=C(C=C1)\N=N\C1=CC=CC=C1